(S)-ethyl 1-(4-(2-(pyridin-2-ylamino)thiazol-4-yl)benzoyl)pyrrolidine-2-carboxylate N1=C(C=CC=C1)NC=1SC=C(N1)C1=CC=C(C(=O)N2[C@@H](CCC2)C(=O)OCC)C=C1